FC=1C(=C2C(=C(NC2=C(C1)C#N)C)C)CC1=NC(=CC=C1)C=C 5-fluoro-2,3-dimethyl-4-((6-vinylpyridin-2-yl)methyl)-1H-indole-7-carbonitrile